O=C1NC(CCC1N1C(C2=C3C(C=CC=C13)=C(C=C2)N2CCC(CC2)CC(=O)OCC2=CC=CC=C2)=O)=O benzyl 2-[1-[1-(2,6-dioxo-3-piperidyl)-2-oxo-benzo[cd]indol-5-yl]-4-piperidyl]acetate